ClC1=CC(=C2C=NNC2=C1)C1(C[C@H]2C([C@H]2C1)NS(=O)(=O)C(C)C)O N-((1R,3r,5S,6r)-3-(6-chloro-1H-indazol-4-yl)-3-hydroxybicyclo[3.1.0]hexane-6-yl)propane-2-sulfonamide